BrC1=NC(=CC=C1C#C[Si](C(C)C)(C(C)C)C(C)C)C1=CCC(CC1)(F)F 2-bromo-6-(4,4-difluorocyclohex-1-en-1-yl)-3-((triisopropylsilyl)ethynyl)pyridine